CC1(CC1)C#CC1=C2CCC=NC2=CC=N1 5-((1-methylcyclopropyl)ethynyl)-3,4-dihydro-1,6-naphthyridine